C(C=C)(=O)NC=1C=CC=C2C=CC(=CC12)C1=CC=CC(=N1)C(=O)NC1CCC(CC1)N(CCNC)C 6-[8-(prop-2-enamido)naphthalen-2-yl]-N-[(1r,4r)-4-{methyl[2-(methylamino)ethyl]amino}cyclohexyl]pyridine-2-carboxamide